[Zr].[La].[Li] LITHIUM-LANTHANUM-ZIRCONIUM